ClC1=C(C=CC=C1)CN1N=C(C=C1C1=CC(=CC=C1)C#N)COC(C(=O)O)(C)C 2-([1-[(o-Chlorophenyl)methyl]-5-(m-cyanophenyl)-1H-pyrazol-3-yl]methoxy)-2-methylpropionic acid